3-(2-(4,4-bis(hydroxymethyl)piperidin-1-yl)acetamido)-N,N,4-trimethylthiophene-2-carboxamide OCC1(CCN(CC1)CC(=O)NC1=C(SC=C1C)C(=O)N(C)C)CO